O[C@H](CN(S(=O)(=O)C1=CC=C(C=C1)OC)C[C@@H](C)O)[C@H](CC1=CC=CC=C1)NC(=O)NC=1C=C2C(N(C(C2=CC1)=O)C(C)C)=O N-((2R,3S)-2-hydroxy-3-(3-(2-isopropyl-1,3-dioxoisoindol-5-yl)ureido)-4-phenylbutyl)-N-((R)-2-hydroxypropyl)-4-methoxybenzenesulfonamide